3-(3,5-dichlorophenyl)pyrrolidine-1-carboxylic acid tert-butyl ester C(C)(C)(C)OC(=O)N1CC(CC1)C1=CC(=CC(=C1)Cl)Cl